C1(=CC=CC=C1)C1=NC(=NC(=N1)C1=CC=CC=C1)C1=C(C=CC=C1)C1=CC=2C3(C4=C(C=CC=C4C2C=C1)C1=CC=C(C#N)C=C1)CCCC3 4-(2'-(2-(4,6-diphenyl-1,3,5-triazin-2-yl)phenyl)spiro[cyclopentane-1,9'-fluoren]-8'-yl)benzonitrile